The molecule is a member of the class dodecylbenzenesulfonic acids that is benzenesulfonic acid in which the hydrogen at position 2 of the phenyl ring is substituted by a dodecyl group. It has a role as an animal metabolite. CCCCCCCCCCCCC1=CC=CC=C1S(=O)(=O)O